3,6-bis(4-methoxybenzyl)-1,2,4,5-tetrazine COC1=CC=C(CC=2N=NC(=NN2)CC2=CC=C(C=C2)OC)C=C1